OC1=C(C(=C(C(=O)N2CC3=CC=CC(=C3C2)NC(\C=C\CN(C)C)=O)C(=C1)O)OCC(F)(F)F)C (E)-N-[2-[4,6-Dihydroxy-3-methyl-2-(2,2,2-trifluoroethoxy)benzoyl]isoindolin-4-yl]-4-(dimethylamino)but-2-enamide